OC1=C(C2=CC=CC=C2C=C1)C(=O)O 2-hydroxy-1-naphthoic acid